tert-butyl-2-(6-chloropyridin-2-yl)-2,6-dihydropyrrolo[3,4-c]pyrazole C(C)(C)(C)C1=C2C(=NN1C1=NC(=CC=C1)Cl)CN=C2